CC(C)(C)[S@@](=O)N[C@@H](C)C=1C=NC(=NC1)C(F)(F)F (R)-2-methyl-N-[(1S)-1-[2-(trifluoromethyl)pyrimidin-5-yl]ethyl]propane-2-sulfinamide